2,6-dichloronicotinamide ClC1=C(C(=O)N)C=CC(=N1)Cl